CC(C)CCCCCCCCCC(=O)O The molecule is a branched-chain saturated fatty acid comprising dodecanoic (lauric) acid substituted at position 11 by a methyl group. It is a methyl-branched fatty acid, a branched-chain saturated fatty acid and a medium-chain fatty acid. It is a conjugate acid of an isotridecanoate.